C(#C)C1=CC=C(CNC(=O)[C@H]2N(C[C@@H](C2)O)C([C@H](C(C)(C)C)NC(=O)N2CCC(CC2)C(=O)O)=O)C=C1 1-(((S)-1-((2S,4R)-2-((4-ethynylbenzyl)carbamoyl)-4-hydroxypyrrolidin-1-yl)-3,3-dimethyl-1-oxobutan-2-yl)carbamoyl)piperidine-4-carboxylic acid